3-[(4S)-4-isopropenyl-1-cyclohexen-1-yl]-2-methyl-1-propanal C(=C)(C)[C@@H]1CC=C(CC1)CC(C=O)C